C(C1=CC=CC=C1)OCCCCOC=1C=C(C=CC1N1CCN(CC1)C)C1=NN(C2=CN=C(C=C21)Br)S(=O)(=O)C2=CC=C(C)C=C2 3-(3-(4-(benzyloxy)butoxy)-4-(4-methylpiperazin-1-yl)phenyl)-5-bromo-1-tosyl-1H-pyrazolo[3,4-c]pyridine